OC1CN(CCC1C1=CC=C(C=C1)[N+](=O)[O-])C(=O)OC(C)(C)C tert-Butyl 3-hydroxy-4-(4-nitrophenyl)piperidine-1-carboxylate